3-[6-chloro-5-(oxetan-3-yl)-2-pyridyl]-6-cyclopropyl-7-methoxy-imidazo[1,2-b]pyridazine ClC1=C(C=CC(=N1)C1=CN=C2N1N=C(C(=C2)OC)C2CC2)C2COC2